FC1=CC=C(C=C1)C(N1CCN(CC1)C1=C(C=C(C(=O)N)C=C1)NC(=S)NCC1=CC=CC=C1)C1=CC=C(C=C1)F 4-[4-[bis(4-fluorophenyl)methyl]-1-piperazinyl]-3-[[[(phenylmethyl)amino]thioxomethyl]amino]-benzamide